ClC=1C=C2C(=CN=C(C2=CN1)OC1CN(C1)S(=O)(=O)C)C(C)(C)O 2-(6-chloro-1-((1-(methylsulfonyl)azetidin-3-yl)oxy)-2,7-naphthyridin-4-yl)propan-2-ol